(5S,7S)-2-(cyclopropylmethylsulfonyl)-7-fluoro-5-phenyl-6,7-dihydro-5H-pyrrolo[1,2-b][1,2,4]triazole C1(CC1)CS(=O)(=O)C=1N=C2N(N1)[C@@H](C[C@@H]2F)C2=CC=CC=C2